cerium(III) triflate [O-]S(=O)(=O)C(F)(F)F.[Ce+3].[O-]S(=O)(=O)C(F)(F)F.[O-]S(=O)(=O)C(F)(F)F